3-cyclopropyl-N-(3-fluoropropyl)-N-methyl-imidazo[1,5-a]pyridine-7-sulfonamide C1(CC1)C1=NC=C2N1C=CC(=C2)S(=O)(=O)N(C)CCCF